COC1C2C=CC(C1OC)(C2(C)C)C endo-5,6-dimethoxy-bornene